C1(=CC=CC=C1)N1C(N(CC1=O)C1=CC=CC=C1)=O 3-phenyl-1-phenylimidazolidine-2,4-dione